ClC1=C(C=C(C=C1)C=1N(C(=CN1)C)CC1=C(OCCCCC(C(=O)OCC)(C)C)C=CC=C1)F ethyl 6-(2-((2-(4-chloro-3-fluorophenyl)-5-methyl-1H-imidazol-1-yl) methyl) phenoxy)-2,2-dimethylhexanoate